FC(C=1C=C(C=NC1)N1CCN(CC1)S(=O)(=O)C=C)(F)F 1-(5-(trifluoromethyl)pyridin-3-yl)-4-(vinylsulfonyl)piperazine